C1(CCCCC1)N1C([C@@](CC1)(C1=CC=CC=C1)C)=O (S)-1-cyclohexyl-3-methyl-3-phenyl-2-pyrrolidone